ClC=1C=C(N=NC1)NC(=O)[C@@H]1[C@H](C1)C1=NC=CC(=N1)C (1S,2S)-N-(5-chloropyridazin-3-yl)-2-(4-methylpyrimidin-2-yl)cyclopropane-1-carboxamide